C(C)(C)(C)OC(=O)N1CCN(CC1)C1=NC=C(C=C1)C(C)(C)C#N 4-(5-(2-cyanoprop-2-yl)pyridin-2-yl)piperazine-1-carboxylic acid tert-butyl ester